OC(C#CC=1C=C(C=NC1)OC1=C(N=NN1)C(=O)O)(C)C 5-((5-(3-hydroxy-3-methylbut-1-ynyl)pyridin-3-yl)oxy)-1H-1,2,3-triazole-4-carboxylic acid